tert-butyl (S)-2-((4-(4-cyclopropoxy-6-((2-(difluoromethyl)-6-((2,4-dimethoxybenzyl)amino)pyrimidin-4-yl)amino)pyridin-3-yl)-1H-pyrazol-1-yl)methyl)azetidine-1-carboxylate C1(CC1)OC1=C(C=NC(=C1)NC1=NC(=NC(=C1)NCC1=C(C=C(C=C1)OC)OC)C(F)F)C=1C=NN(C1)C[C@H]1N(CC1)C(=O)OC(C)(C)C